6-chloro-N-((6-methylpyridazin-3-yl)methyl)pyrido[3,4-d]Pyrimidin-4-amine ClC1=CC2=C(N=CN=C2NCC=2N=NC(=CC2)C)C=N1